FC1=CC2=C(N=C(O2)N2CC3=CC=C(C(=C3C[C@H]2C(=O)OC)OCC2=CC=NC=C2)OC)C=C1 methyl (S)-2-(6-fluorobenzo[d]oxazol-2-yl)-6-methoxy-5-(pyridin-4-ylmethoxy)-1,2,3,4-tetrahydroisoquinoline-3-carboxylate